O1[C@H](COC2=C1C=CC=C2)C2=CC=C(CN1CCC(CC1)OC)C=C2 1-{4-[(2S)-2,3-dihydro-1,4-benzodioxin-2-yl]benzyl}-4-methoxypiperidine